C1=CC=CC=2C3=CC=CC=C3C(C12)COC(=O)N[C@@H](CC(=O)O)COCCC (3S)-3-(9-fluorenyl)methoxycarbonylamino-4-n-propoxybutyric acid